FC1=C(C=C(C=C1)C(=O)N1CCNCC1)C1C(NC(CC1)=O)=O 3-(2-fluoro-5-(piperazine-1-carbonyl)phenyl)piperidine-2,6-dione